BrC=1C=C(C=2N(C1)C(=C(N2)I)C=O)F 6-bromo-8-fluoro-2-iodoimidazo[1,2-a]pyridine-3-carbaldehyde